4-(((trimethylsilyl)ethynyl)phenoxy)hexahydrocyclopenta[c]pyrrole-2(1H)-carboxylate C[Si](C)(C)C#CC1=C(OC2CCC3CN(CC32)C(=O)[O-])C=CC=C1